sodium β-naphthalinesulfonate C1=C(C=CC2=CC=CC=C12)S(=O)(=O)[O-].[Na+]